FC(C1=CC=CC(=C1N)Br)(F)F 6-trifluoromethyl-2-bromoaniline